oxolol hydrochloride Cl.O1C(=CC=C1)O